C1(=CC=CC=C1)NC(C(=O)N(C1=CC=CC=C1)CC)=O N,N'-diphenyl-ethyl-oxalyl-diamine